C(C1=CC=CC=C1)OCN1C(N(C=CC1=O)[C@@H]1O[C@]([C@H]([C@H]1O)O)(CO[Si](C(C)C)(C(C)C)C(C)C)COC(C1=CC=CC=C1)(C1=CC=C(C=C1)OC)C1=CC=C(C=C1)OC)=O 3-(benzyloxymethyl)-1-[(2R,3R,4S,5S)-5-[[bis(4-methoxyphenyl)-phenyl-methoxy]-methyl]-3,4-dihydroxy-5-(triisopropylsilyloxymethyl)tetrahydrofuran-2-yl]pyrimidine-2,4-dione